BrC1=CC=C(C=C1)/C=C/C(=O)C1=C(C=C(C=C1OCC(F)(F)F)F)O (E)-3-(4-Bromophenyl)-1-[4-fluoro-2-hydroxy-6-(2,2,2-trifluoroethoxy)phenyl]prop-2-en-1-one